2-(7-(2,4-dichlorophenyl)-2-(ethylsulfonyl)pyrazolo[1,5-a]pyrimidin-3-yl)-3-methyl-6-(trifluoromethyl)-3H-imidazo[4,5-b]pyridine ClC1=C(C=CC(=C1)Cl)C1=CC=NC=2N1N=C(C2C2=NC=1C(=NC=C(C1)C(F)(F)F)N2C)S(=O)(=O)CC